IC=1C=C(C(=O)NC)C=C(C1)C=1N=NC=NN1 3-Iodo-N-methyl-5-(1,2,4,5-tetrazin-3-yl)benzamide